2-(2,4-dihydroxyphenyl)-4,6-bis(2,4-xylyl)-1,3,5-triazine OC1=C(C=CC(=C1)O)C1=NC(=NC(=N1)C1=C(C=C(C=C1)C)C)C1=C(C=C(C=C1)C)C